O=C(C(=O)O)C α-ketopropionic acid